C(#N)C=1C=C2C=NC(=NC2=CC1C(F)(F)P(O)(O)=O)NCCCS(N)(=O)=O ((6-cyano-2-((3-sulfamoylpropyl)amino)quinazolin-7-yl)difluoromethyl)phosphonic acid